C(=C)CO[SiH](OCCCCCCCC\C=C/CCCCCCCC)OCCCCCCCC\C=C/CCCCCCCC vinylmethoxy-dioleyloxysilane